(R)-3-methyl-4-(5-(methylsulfonyl)-1-(1H-pyrazol-3-yl)-4,5-dihydro-3H-2,2a,5,8-tetraazaacenaphthene-7-yl)morpholine C[C@H]1N(CCOC1)C=1C=C2N(CCN3NC(C(N1)=C32)C3=NNC=C3)S(=O)(=O)C